6-(2,6-difluoro-3-nitrophenyl)-2-(methylthio)pyrido[4,3-d]pyrimidin-5(6H)-one FC1=C(C(=CC=C1[N+](=O)[O-])F)N1C(C2=C(N=C(N=C2)SC)C=C1)=O